CC=1N=COC1C 4,5-dimethyl-oxazole